2-chloro-N-(3-chlorophenyl)-N-(1-(4-aminophenyl)-2-oxo-2-(phenethylamino)ethyl)acetamide ClCC(=O)N(C(C(NCCC1=CC=CC=C1)=O)C1=CC=C(C=C1)N)C1=CC(=CC=C1)Cl